6-(3-(4-(3-(6-(cyclopropanecarboxamido)-1-(methylamino)-2,7-naphthyridin-4-yl)-2-methoxyphenyl)-1H-pyrazol-1-yl)azetidine-1-carbonyl)-N,N-dimethylpicolinamide C1(CC1)C(=O)NC=1C=C2C(=CN=C(C2=CN1)NC)C=1C(=C(C=CC1)C=1C=NN(C1)C1CN(C1)C(=O)C1=CC=CC(=N1)C(=O)N(C)C)OC